O(C1=CC=CC=C1)CCC(C(=O)O)=C.O(C1=CC=CC=C1)CCOC(C=C)=O acrylic acid-2-phenoxyethyl ester (Phenoxyethyl acrylate)